FC(OC1=NC(=CC=C1NC(=O)C1(CCC(CC1)C(=O)O)C1=C(C=CC=C1)C(C)C)OC)F (1s,4s)-4-((2-(difluoromethoxy)-6-methoxypyridin-3-yl)carbamoyl)-4-(2-isopropylphenyl)cyclohexane-1-carboxylic acid